C(#N)C=1C=NC2=CC(=C(C=C2C1N1CCC(CCC1)CP(OCC)(OCC)=O)OC)OC diethyl ((1-(3-cyano-6,7-dimethoxyquinolin-4-yl)azepan-4-yl)methyl)phosphonate